NCCCN(CCCCCCCC(=O)O)CCCCCCCC(=O)OC(CCCCCCCC)CCCCCCCC 8-((3-aminopropyl)(8-(heptadec-9-yloxy)-8-oxooctyl)amino)octanoic acid